N1(CCOCC1)CC1=CC2=C(NC(=N2)C2=NNC=C2NC(=O)C=2C(NC=CC2)=O)C=C1 2-oxo-1,2-dihydro-pyridine-3-carboxylic acid [3-(5-morpholin-4-ylmethyl-1H-benzoimidazol-2-yl)-1H-pyrazol-4-yl]-amide